4,6-di-(1,1,3,3-tetramethylbutyl)-m-cresol CC(CC(C)(C)C)(C)C=1C(=CC(=C(C1)C(CC(C)(C)C)(C)C)O)C